N1-(5-bromobenzo[d]oxazol-2-yl)propane-1,3-diamine hydrochloride Cl.BrC=1C=CC2=C(N=C(O2)NCCCN)C1